[Cl-].C[N+](CCC[Si](OCC)(OCC)OCC)(CCCCCCCCCCCCCCCC)C dimethylhexadecyl-[3-(triethoxysilyl)propyl]ammonium chloride